C(C)C1=CC(=NC(=N1)C1COCC1)NC1=C(C=NC(=C1)NC(C)=O)C1=NC=C(C=C1)COC N-(4'-((6-ethyl-2-(tetrahydrofuran-3-yl)pyrimidin-4-yl)amino)-5-(methoxymethyl)-[2,3'-bipyridyl]-6'-yl)acetamide